C(CCCCCC)C(CCCC)OC(CCCC)CCCCCCC 1-heptylpentyl ether